3-(4,4-Dimethyl-2-oxo-3,4-dihydro-2H-pyran-6-yl)-5-fluoro-1-methyl-1H-indazole 2-oxide CC1(CC(OC(=C1)C1=[N+](N(C2=CC=C(C=C12)F)C)[O-])=O)C